N-(2-(4'-(2-methoxyethoxy)-[1,1'-biphenyl]-4-yl)propan-2-yl)-1,4-diazabicyclo[3.2.2]nonane-4-carboxamide COCCOC1=CC=C(C=C1)C1=CC=C(C=C1)C(C)(C)NC(=O)N1CCN2CCC1CC2